C(C)C1=NN(C(=C1C(=O)OC(C)(C)C=1SC2=C(N1)C=CC(=C2)OC)NC(C)=O)C2=C(C=C(C=C2)F)CCCO[Si](C)(C)C(C)(C)C 2-(6-methoxybenzothiazol-2-yl)propan-2-ol ethyl-5-acetamido-1-[2-[3-[tert-butyl(dimethyl)silyl]oxypropyl]-4-fluoro-phenyl]pyrazole-4-carboxylate